C(C1=CC=CC=C1)OCN1C(N(C=CC1=O)[C@@H]1O[C@]([C@H]([C@H]1O)O)(CO[Si](C(C)C)(C(C)C)C(C)C)CO)=O 3-(benzyloxymethyl)-1-[(2R,3R,4S,5S)-3,4-dihydroxy-5-(hydroxymethyl)-5-(triisopropyl-siloxymethyl)tetrahydrofuran-2-yl]pyrimidine-2,4-dione